O1C(=CC=C1)C=1C=CC=2N(C1)C(=CN2)C2=NC(=NC=C2)NC2=CC=C(C=N2)N2CCN(CC2)C(C)=O 1-(4-(6-((4-(6-(Furan-2-yl)imidazo[1,2-a]pyridin-3-yl)pyrimidin-2-yl)amino)pyridin-3-yl)piperazin-1-yl)ethan-1-one